FC(S(=O)(=O)O)(F)F tri-fluoro-methanesulfonic acid